4-(1-methyl-1H-pyrazol-4-yl)-1H-imidazole hydrochloride Cl.CN1N=CC(=C1)C=1N=CNC1